1-Ethyl-3-(6-(5-((4-oxo-3,4-dihydrophthalazin-1-yl)methyl)furan-3-yl)-1H-benzoimidazol-2-yl)urea C(C)NC(=O)NC1=NC2=C(N1)C=C(C=C2)C2=COC(=C2)CC2=NNC(C1=CC=CC=C21)=O